C(C1=CC=CC=C1)N1C2=CC=CC=C2C=2C3(NC4=CC=CC=C4C21)C(N(C2=CC=CC=C23)CC2=CC=C(C=C2)OC)=O (+)-11'-Benzyl-1-(4-methoxybenzyl)-5',11'-dihydrospiro[indoline-3,6'-indolo[3,2-c]quinolin]-2-one